methyl 3-chloro-5-[[5-(3,5-dichlorophenyl)-5-(trifluoromethyl)-4H-isoxazol-3-yl]amino]thiophene-2-carboxylate ClC1=C(SC(=C1)NC1=NOC(C1)(C(F)(F)F)C1=CC(=CC(=C1)Cl)Cl)C(=O)OC